2,4,6-tris[4-(1-octyloxycarbonyl)ethoxy-2-hydroxyphenyl]-1,3,5-triazine C(CCCCCCC)OC(=O)CCOC1=CC(=C(C=C1)C1=NC(=NC(=N1)C1=C(C=C(C=C1)OCCC(=O)OCCCCCCCC)O)C1=C(C=C(C=C1)OCCC(=O)OCCCCCCCC)O)O